(R)-N-((S)-(3-chloro-2,4-difluorophenyl)((trans)-3-(trifluoromethyl)cyclobutyl)methyl)-2-methyl-3-oxopiperazine-5,5,6,6-d4-1-carboxamide ClC=1C(=C(C=CC1F)[C@@H](NC(=O)N1[C@@H](C(NC(C1([2H])[2H])([2H])[2H])=O)C)[C@@H]1C[C@H](C1)C(F)(F)F)F